NC1=C(C=C(N=N1)C1=C(C=CC=C1)O)OC(C)C1=CC(=CC=C1)CN1CCNCC1 2-(6-amino-5-(1-(3-(piperazin-1-ylmethyl)phenyl)ethoxy)pyridazin-3-yl)phenol